2-bromo-4-methoxy-1,3-dimethyl(5-2H)benzene BrC1=C(C=C(C(=C1C)OC)[2H])C